4-{7-[(1S,3S,4R)-5-(2H2)methylidene-2-azabicyclo[2.2.2]octan-3-carbonyl]-2,7-diazaspiro[3.5]nonan-2-yl}-2-(2,2,2-trifluoroethyl)thieno[2,3-b]pyridine-5-carbonitrile C(=C1[C@@H]2[C@H](N[C@H](C1)CC2)C(=O)N2CCC1(CN(C1)C1=C3C(=NC=C1C#N)SC(=C3)CC(F)(F)F)CC2)([2H])[2H]